CC(CCCCC)N1CCN(CC1)C1=CC=C(C=C1)N Hept-2-yl-4-(4-aminophenyl)piperazine